F[C@H]1CN(C[C@@H]1NC1=NC(=CC=C1)C1=CN=C2N1C=CC(=C2)C(NC)=O)C(=O)OC(C)(C)C tert-butyl (3S,4S)-3-fluoro-4-[[6-[7-(methylcarbamoyl)imidazo[1,2-a]pyridin-3-yl]-2-pyridyl]amino]pyrrolidine-1-carboxylate